1-(2-chlorophenyl)-7-hydroxy-5-methyl-2-propyl-1,2,3,4,4a,5-hexahydrodipyrido[1,2-b:2',1'-f][1,2,4]triazine-6,8-dione ClC1=C(C=CC=C1)C1C(CCC2N1N1C(C(N2C)=O)=C(C(C=C1)=O)O)CCC